ClC=1C(=CC2=C(N(C(O2)=O)CCC(=O)O)C1)F 3-(5-chloro-6-fluoro-2-oxobenzo[d]oxazol-3(2H)-yl)propanoic acid